COC1(C(C(=O)O)=CC(C(C1)(C)OC)(C)OC)C 2,4,5-trimethoxy(2,4,5-trimethyl-Benzoic acid)